2-isocyanatoethyltrimethylsilane N(=C=O)CC[Si](C)(C)C